(4-dimethylaminostyryl)benzonitrile CN(C1=CC=C(C=CC2=C(C#N)C=CC=C2)C=C1)C